1,8-di-azabicyclo[5.4.0]undec-7-ene N12CCCCCC2=NCCC1